(R)-3-(2,4-difluorophenoxy)-6-methyl-2-(4-(methylsulfinyl)phenyl)-4H-pyran-4-one FC1=C(OC2=C(OC(=CC2=O)C)C2=CC=C(C=C2)[S@](=O)C)C=CC(=C1)F